FC=1C(=CC2=C(N(CCO2)C)C1)OC 6-fluoro-7-methoxy-4-methyl-3,4-dihydro-2H-1,4-benzoxazine